C(C)(C)C1=C(C(=O)O)C(=CC(=C1)O)C(C)C 2,6-diisopropyl-p-hydroxybenzoic acid